aniline benzoate C(C1=CC=CC=C1)(=O)O.NC1=CC=CC=C1